N[C@]1(CCCC2=CC(=CC=C12)F)C(=O)O (S)-1-amino-6-fluoro-1,2,3,4-tetrahydronaphthalene-1-carboxylic acid